3,4-di-tert-butylbromobenzene C(C)(C)(C)C=1C=C(C=CC1C(C)(C)C)Br